NC1=NNC2=C1C(=NC(=C2)C2=CC=C(C(=O)O)C=C2)C2=CC=C(C=C2)CNC(C2=C(C=CC(=C2)F)OC)=O 4-(3-amino-4-(4-((5-fluoro-2-methoxybenzamido)methyl)phenyl)-1H-pyrazolo[4,3-c]pyridin-6-yl)benzoic acid